2-[2-(2-hexyloxy-ethoxy)-ethoxy]-ethylamine C(CCCCC)OCCOCCOCCN